COC(C1=C(C=NC=C1)SC1=C(C(=C(C=C1)Br)C)[N+](=O)[O-])=O 3-[(4-Bromo-3-methyl-2-nitrophenyl)sulfanyl]isonicotinic acid methyl ester